C(C)OCCOCCN1N=C(C(=C1C)[N+](=O)[O-])C 1-[2-(2-ethoxyethoxy)ethyl]-3,5-dimethyl-4-nitro-pyrazole